O.[Na+].[Na+].[Mn+2].C(CN(CC(=O)[O-])CC(=O)[O-])N(CC(=O)[O-])CC(=O)[O-] ethylenediaminetetraacetic acid manganese(II) disodium salt hydrate